6-Ethynyl-1-methyl-1,2-dihydro-3H-benzo[e]indole-3-carboximidamide 2,2,2-trifluoroacetic acid salt FC(C(=O)O)(F)F.C(#C)C1=CC=CC=2C=3C(CN(C3C=CC21)C(N)=N)C